ClC=1C(=CC2=C(N(C(NC2=O)=O)C2=C(C=CC=C2C)C)N1)F 7-chloro-1-(2,6-dimethylphenyl)-6-fluoropyrido[2,3-D]pyrimidine-2,4(1H,3H)-dione